(5s,6s,9r)-4-(2-oxo-2,3-dihydro-1H-imidazo[4,5-b]pyridin-1-yl)-1-piperidinecarboxylic acid 5-amino-6-(2,3-difluorophenyl)-6,7,8,9-tetrahydro-5H-cyclohepta[b]pyridin-9-yl ester N[C@H]1[C@@H](CC[C@H](C2=NC=CC=C21)OC(=O)N2CCC(CC2)N2C(NC1=NC=CC=C12)=O)C1=C(C(=CC=C1)F)F